C(C)(C)N1C=NC(=C1C=1N=CC2=C(N1)C(=NN2C)CC2=CC=C(C=C2)C=2N(C=C(N2)C(F)(F)F)C)C 5-(1-isopropyl-4-methyl-1H-imidazol-5-yl)-1-methyl-3-(4-(1-methyl-4-(trifluoromethyl)-1H-imidazol-2-yl)benzyl)-1H-pyrazolo[4,3-d]pyrimidine